P(=O)(OC[N+](C)(C)CCC1=CNC2=CC=CC=C12)([O-])[O-].[Ca+2].N1C=C(C2=CC=CC=C12)CC[N+](C)(C)COP(=O)([O-])[O-] calcium ((2-(1H-indol-3-yl)ethyl)dimethylammonio)methyl phosphate